[CH2]CCCCCCCCCCCCCCCCCC[CH2] 1λ3,20λ3-icosane